[Cl-].C(C(=C)C)(=O)OCC[N+](CC)(C)C 2-(methacryloyloxy)ethyldimethylethylammonium chloride